C(C)(C)(CC)C1=C(C(=C(C(=C1C(=O)[O-])C1=CC=CC=C1)C(C)(C)C)O)C(C)(C)C tert-amylphenyl-3,5-di-tert-butyl-4-hydroxybenzoate